4-Chloro-7-[(3R*)-3-{5-[4-(dibutoxymethyl)piperidin-1-yl]pyridin-2-yl}piperidin-1-yl]-1H-indole-3-carbonitrile ClC1=C2C(=CNC2=C(C=C1)N1C[C@@H](CCC1)C1=NC=C(C=C1)N1CCC(CC1)C(OCCCC)OCCCC)C#N |o1:12|